CC1(CC=C(C=C1)C(C)C)C 6,6-dimethyl-3-iso-propyl-1,3-cyclohexadiene